FC(COC1=C(C(=CC=C1)C(F)(F)F)S(=O)(=O)Cl)F 2-(2,2-difluoroethoxy)-6-(trifluoromethyl)benzenesulfonyl chloride